(S,E)-N-(1-cyclopropyl-3-(methylsulfonyl)allyl)-3-methyl-5-phenoxy-3H-imidazo[4,5-b]pyridine-6-carboxamide C1(CC1)[C@@H](\C=C\S(=O)(=O)C)NC(=O)C=1C=C2C(=NC1OC1=CC=CC=C1)N(C=N2)C